phenylcyclodecan-10-one O-methyloxime CON=C1CCCCCCCCC1C1=CC=CC=C1